FC=1C=C(C=C(C1)C(F)(F)F)C=1C=C2C(=NC1)C=NN2 6-[3-Fluoro-5-(trifluoromethyl)phenyl]pyrazolo[4,3-b]pyridin